C(\C=C\CC(=O)O)(=O)O (2e)-pent-2-enedioic acid